rel-(3R,4R)-4-((2-chloro-4-fluorophenoxy)methyl)-3-methylpiperidine-1-carboxylic acid tert-butyl ester C(C)(C)(C)OC(=O)N1C[C@@H]([C@@H](CC1)COC1=C(C=C(C=C1)F)Cl)C |o1:9,10|